1,2-Dodecanediol C(C(CCCCCCCCCC)O)O